OCC1(CCC1)CNCC1=CC(=C2CN(C(C2=C1)=O)C1=CC(=CC=C1)C1(CC(C1)OC)C1=NN=CN1C)C(F)(F)F 6-((((1-(hydroxymethyl)cyclobutyl)methyl)amino)methyl)-2-(3-((1r,3r)-3-methoxy-1-(4-methyl-4H-1,2,4-triazol-3-yl)cyclobutyl)phenyl)-4-(trifluoromethyl)isoindolin-1-one